C(CC)[C@@H]1CC[C@H](CC1)COC1=C(C(=C(C=C1)OC)F)F 1-((trans-4-propylcyclohexyl)methoxy)-4-methoxy-2,3-difluorobenzene